C1(CC1)C1(CCC1)C(=O)N[C@@H](CCOC1CC(C1)CCC1=NC=2NCCCC2C=C1)C(=O)O N-(1-cyclopropylcyclobutane-1-carbonyl)-O-((1S,3S)-3-(2-(5,6,7,8-tetrahydro-1,8-naphthyridin-2-yl)ethyl)cyclobutyl)-L-homoserine